ClN1P(N(P(N(P=NPNP1)Cl)Cl)Cl)Cl pentachlorocyclopentaphosphazene